S1C=NC2=C1C(=CC=C2)CCC[C@H]2C[C@@H]1N(CCN(C1)C1=CC=NC=C1)C2=O (7S,8aS)-7-(3-(benzo[d]thiazol-7-yl)propyl)-2-(pyridin-4-yl)hexahydropyrrolo[1,2-a]pyrazin-6(2H)-one